O=C1OCC(=NN1)C1=CC(=C(C=C1)NCC(=O)N)C(F)(F)F N2-[4-(2-Oxo-3,6-dihydro-2H-1,3,4-oxadiazin-5-yl)-2-(trifluoromethyl)phenyl]glycinamide